N-[1-(1,3-thiazol-4-yl)ethyl]-5-[5-(trifluoromethyl)-1,2,4-oxadiazol-3-yl]pyrimidin-2-amine S1C=NC(=C1)C(C)NC1=NC=C(C=N1)C1=NOC(=N1)C(F)(F)F